2-[[4-(3-methyl-1H-indazol-5-yl)-1-oxo-isoindolin-2-yl]methyl]prop-2-enamide CC1=NNC2=CC=C(C=C12)C1=C2CN(C(C2=CC=C1)=O)CC(C(=O)N)=C